(E)-3-(2-(4-(6-(methylamino) pyridine-3-yl)buta-1-en-3-ynyl)benz[d]thiazole-6-yloxy)-2-(tetrahydro-2H-pyran-2-yloxy)propyl 4-methylbenzenesulfonate CC1=CC=C(C=C1)S(=O)(=O)OCC(COC1=CC2=C(N=C(S2)\C=C\C#CC=2C=NC(=CC2)NC)C=C1)OC1OCCCC1